4-hydroxyterphenyl-2-carboxylic acid OC=1C=C(C(=CC1)C=1C(=CC=CC1)C1=CC=CC=C1)C(=O)O